2-[[4-amino-8-(cis-4-aminocyclohexoxy)-5,5-dimethyl-6H-benzo[h]quinazolin-7-yl]-methyl-amino]acetonitrile NC1=NC=NC=2C3=C(CC(C12)(C)C)C(=C(C=C3)O[C@@H]3CC[C@@H](CC3)N)N(CC#N)C